NC1=NC=NN2C1=C(C=C2C2CCNCC2)C2=CC=C(C=C2)C2=C(C(N(C=C2)C2=CC=C(C=C2)F)=O)C(=O)N [4-(4-amino-7-piperidin-4-ylpyrrolo[2,1-f][1,2,4]triazin-5-yl)phenyl]-1-(4-fluorophenyl)-2-oxo-1,2-dihydropyridine-3-carboxamide